CN(CCCOC1=NC=C(C=C1NS(=O)(=O)C1CC1)C1=CC=2C3=C(C=NC2C=C1)N(C(C31COC1)=O)C)C N-(2-(3-(Dimethylamino)propoxy)-5-(3'-methyl-2'-oxo-2',3'-dihydrospiro[oxetane-3,1'-pyrrolo[2,3-c]quinolin]-8'-yl)pyridin-3-yl)cyclopropanesulfonamide